(4-(3,5-bis(trifluoromethyl)phenyl)piperidin-1-yl)(4,5,6,7-tetrahydro-1H-pyrazolo[3,4-c]pyridin-3-yl)methanone hydrochloride Cl.FC(C=1C=C(C=C(C1)C(F)(F)F)C1CCN(CC1)C(=O)C1=NNC=2CNCCC21)(F)F